C(C)OC(C(C)(C)OC1=C(C=C(C=C1Br)CN1N=CN(C1=O)C1=CC=C(C=C1)OC(F)(F)F)Br)=O 2-(2,6-Dibromo-4-((5-oxo-4-(4-(trifluoromethoxy)phenyl)-4,5-dihydro-1H-1,2,4-Triazol-1-yl)methyl)phenoxy)-2-methylpropionic acid ethyl ester